(6s,15s)-3,8,13,18-tetraazaeicosane-6,15-diol CCNCC[C@@H](CNCCCCNC[C@H](CCNCC)O)O